trans-Methyl 4-((4-(1-cyclopropyl-1H-pyrazol-4-yl)pyridin-2-yl)((trans-4-(5-methoxy-6-methylpyridin-2-yl)cyclohexyl)methyl)carbamoyl)cyclohexanecarboxylate C1(CC1)N1N=CC(=C1)C1=CC(=NC=C1)N(C(=O)[C@@H]1CC[C@H](CC1)C(=O)OC)C[C@@H]1CC[C@H](CC1)C1=NC(=C(C=C1)OC)C